4-[6-(2-Chloro-phenyl)-4-cyano-3-hydroxy-pyridin-2-yl]-4-oxo-butyric acid ClC1=C(C=CC=C1)C1=CC(=C(C(=N1)C(CCC(=O)O)=O)O)C#N